(2R,3S,4S,5R)-3-(3,4-difluoro-2-methoxyphenyl)-4,5-dimethyl-N-(2-(2-methyl-2H-Tetrazol-5-yl)pyridin-4-yl)-5-(trifluoromethyl)tetrahydrofuran-2-carboxamide FC=1C(=C(C=CC1F)[C@H]1[C@@H](O[C@]([C@H]1C)(C(F)(F)F)C)C(=O)NC1=CC(=NC=C1)C=1N=NN(N1)C)OC